BrC1=CC(=C(C=C1)NC(C(=C)C)=O)C(F)(F)F N-(4-bromo-2-(trifluoromethyl)phenyl)methacrylamide